N-(4-amino-2H-pyrazolo[4,3-c]pyridin-7-yl)-N'-methyl-N'-[(1R)-1-[2,4-bis(trifluoromethyl)phenyl]ethyl]oxamide NC1=NC=C(C=2C1=CNN2)NC(=O)C(=O)N([C@H](C)C2=C(C=C(C=C2)C(F)(F)F)C(F)(F)F)C